O/C(/C(=O)O)=C\C=C\C(=O)O 2-hydroxymuconic acid